C(C)C=1N(C(=CC1)CC)CC1C(CC(C=2C3=CC=CC=C3N(C12)CC)=O)C ((2,5-diethyl-1H-pyrrol-1-yl)methyl)-9-ethyl-2-methyl-1,2,3,9-tetrahydro-4H-carbazol-4-one